5-(3-((cyclopropylamino)methyl)azetidin-1-yl)-N-(2,8-dimethylimidazo[1,2-a]pyridin-6-yl)pyrazine-2-carboxamide C1(CC1)NCC1CN(C1)C=1N=CC(=NC1)C(=O)NC=1C=C(C=2N(C1)C=C(N2)C)C